CN1C=2C=3C=CN=C([C@H](C/C=C/[C@H](C(NC2C=N1)=O)C(C)C)NC(OC(C)(C)C)=O)C3 tert-butyl N-[(9R,10E,13S)-3-methyl-8-oxo-9-(propan-2-yl)-3,4,7,15-tetraazatricyclo[12.3.1.02,6]octadeca-1(18),2(6),4,10,14,16-hexaen-13-yl]carbamate